tert-butyl (3-(methoxy(methyl)carbamoyl)oxetan-3-yl)carbamate CON(C(=O)C1(COC1)NC(OC(C)(C)C)=O)C